3-[3-((2-bromobenzyl)oxy)-5-methylphenoxy]-5-methylphenol BrC1=C(COC=2C=C(OC=3C=C(C=C(C3)C)O)C=C(C2)C)C=CC=C1